7-bromo-2-(cyclopropylmethyl)-3-methyl-9-(methylthio)-4H-pyrazino[1,2-a]pyrimidin-4-one BrC=1N=C(C=2N(C(C(=C(N2)CC2CC2)C)=O)C1)SC